C(CCCCCCCC)(=O)OCCCCC pentyl pelargonate